3,6-dimethyl-1,2-benzenediol dibenzoate C(C1=CC=CC=C1)(=O)OC=1C(=C(C=CC1C)C)OC(C1=CC=CC=C1)=O